2-cyano-3-hydroxy-N-[4-(trifluoromethyl)phenyl]-2-butenamide C(#N)C(C(=O)NC1=CC=C(C=C1)C(F)(F)F)=C(C)O